C(C)(C)C1CCC(C(C1)C(=O)[O-])=O 5-isopropyl-2-oxo-cyclohexanecarboxylate